tert-butyl 3-[[(3aS,6aR)-2,3,3a,4,5,6a-hexahydrofuro[2,3-b]furan-4-yl]amino]-4-nitro-benzoate O1CC[C@@H]2[C@H]1OCC2NC=2C=C(C(=O)OC(C)(C)C)C=CC2[N+](=O)[O-]